1-(mercaptomethyl)cyclopropyl-acetic acid disodium salt [Na+].[Na+].SCC1(CC1)CC(=O)[O-].SCC1(CC1)CC(=O)[O-]